ClC=1C=CC(=C(CNCC2CCNCC2)C1)OCC N-(5-chloro-2-ethoxybenzyl)-1-(piperidin-4-yl)methanamine